trans-2-(5-(3-((2-(3-carboxypropionyl)-4-fluoro-6-methoxyisoindolin-5-yl)oxy)propoxy)-6-methoxybenzo[b]thiophene-2-carbonyl)cyclopropane-1-carboxylic acid C(=O)(O)CCC(=O)N1CC2=CC(=C(C(=C2C1)F)OCCCOC1=CC2=C(SC(=C2)C(=O)[C@H]2[C@@H](C2)C(=O)O)C=C1OC)OC